COC1=CC=C(CN[C@@H]2[C@H](COC2)O)C=C1 (3R,4S)-4-((4-methoxybenzyl)amino)tetrahydrofuran-3-ol